N1=C2C(=NC=C1N1CCC(CC1)N(C(=O)NC=1C(N(C=C(C1)C(F)(F)F)C)=O)C)NC=C2 1-(1-(5H-pyrrolo[2,3-b]pyrazin-2-yl)piperidin-4-yl)-1-methyl-3-(1-methyl-2-oxo-5-(trifluoromethyl)-1,2-dihydropyridin-3-yl)urea